N1C=C(C2=CC=CC=C12)CC(CCCC)C=1C2=C(SC1C(=O)N)C=C(C=C2)N2CCC(CC2)(F)F (1-(1H-indol-3-yl)hexan-2-yl)-6-(4,4-difluoropiperidin-1-yl)benzo[b]thiophene-2-carboxamide